(S)-5-((diethoxyphosphoryl)fluoromethyl)benzo[b]thiophene-2-carboxylic acid allyl ester C(C=C)OC(=O)C1=CC2=C(S1)C=CC(=C2)[C@@H](F)P(=O)(OCC)OCC